β-alanine dodecyl ester C(CCCCCCCCCCC)OC(CCN)=O